C1(=CC=C(C=C1)N1N=CC(=C1)C(=O)O)C 1-(p-tolyl)pyrazole-4-carboxylic acid